ClC=1N=C2N(N=C(C=C2)CCC)C1S(=O)(=O)NC(=O)NC1=NC(=CC(=N1)OC)OC 1-(2-chloro-6-propylimidazo[1,2-b]pyridazin-3-yl)sulfonyl-3-(4,6-dimethoxypyrimidine-2-yl)urea